C(C=C)OC(C(=C)C#N)=O allyl-2-cyanoacrylate